NCCOCCC=1C=C(C=CC1)C1=NC=2N(C(=C1)N1CCN(CC1)C(=O)OCC1=CC=CC=C1)N=C(C2C2=CC=CC=C2)C Benzyl 4-(5-(3-(2-(2-aminoethoxy)ethyl)phenyl)-2-methyl-3-phenylpyrazolo[1,5-a]pyrimidin-7-yl)piperazine-1-carboxylate